3-((2-pentadecyl-1,3-dioxan-5-yl)oxy)propan-1-ol C(CCCCCCCCCCCCCC)C1OCC(CO1)OCCCO